FC1=CC=C(C=C1)[C@H](C)C=1C(=NC=CN1)NCCN1CCCC1 (S)-3-(1-(4-fluorophenyl)ethyl)-N-(2-(pyrrolidin-1-yl)ethyl)pyrazin-2-amine